CCCN(CCC)[C@@H]1CCC2=CC=CC=C2C1 (+)-8-Hydroxy-2-(Di-n-Propylamino)tetralin